NC1CN(C1)C[C@H]1OC(N2[C@H]1COC1=C2C=CC(=C1)S(=O)(=O)N1CCN(CC1)C1=NC(=CC(=N1)C)C(F)(F)F)=O (3R,3aS)-3-[(3-aminoazetidin-1-yl)methyl]-7-[4-[4-methyl-6-(trifluoromethyl)pyrimidin-2-yl]piperazin-1-yl]sulfonyl-3a,4-dihydro-3H-oxazolo[4,3-c][1,4]benzoxazin-1-one